C(C1=CC=CC=C1)OCC(CC(C(=O)[O-])C(CCCC)(C)C)(CC(C(=O)[O-])C(CCCC)(C)C)C 2-((benzyloxy) methyl)-2-methylpropan-1,3-diylbis(3,3-dimethylheptanoate)